ClC1=CC2=C(O[C@@H](CN2)C(=O)NC23C[C@@H](C(CC2)(CC3)NC(OC(C)(C)C)=O)O)C=C1 tert-butyl ((S)-4-((S)-6-chloro-3,4-dihydro-2H-benzo[b][1,4]oxazine-2-carboxamido)-2-hydroxybicyclo[2.2.2]octan-1-yl)carbamate